2-oxo-2-[(2R,5S)-5-methyl-2-[2-(2-pyrrolidin-1-ylethyl)-1,3-benzothiazol-5-yl]-1-piperidyl]-N-[1-(2-trimethylsilylethoxymethyl)pyrazolo[4,3-c]pyridin-7-yl]acetamide O=C(C(=O)NC=1C2=C(C=NC1)C=NN2COCC[Si](C)(C)C)N2[C@H](CC[C@@H](C2)C)C=2C=CC1=C(N=C(S1)CCN1CCCC1)C2